C1=CC=CC=2C3=CC=CC=C3N(C12)C1(CC=C(C=C1)C1=CC=CC=C1)N1C2=CC=CC=C2C=2C=CC=CC12 4,4-bis(9-Carbazolyl)Biphenyl